butyl (S)-3-(3-amino-5-(2,4-difluorophenyl)thiophene-2-carboxamido)piperidine-1-carboxylate NC1=C(SC(=C1)C1=C(C=C(C=C1)F)F)C(=O)N[C@@H]1CN(CCC1)C(=O)OCCCC